C(#N)C1=CNC2=C(C=CC(=C12)F)NS(=O)(=O)C=1C=NN(C1)[C@@H](CF)C N-(3-Cyano-4-fluoro-1H-indol-7-yl)-1-[(1R)-2-fluoro-1-methylethyl]pyrazol-4-sulfonamid